5-chloro-2-[3-fluoro-2-(4-fluorophenoxy)benzyl]pyrimidine ClC=1C=NC(=NC1)CC1=C(C(=CC=C1)F)OC1=CC=C(C=C1)F